N-oleyl-N,N-bis(2-hydroxyethyl)-N-methyl-ammonium C(CCCCCCC\C=C/CCCCCCCC)[N+](C)(CCO)CCO